FC1=C(C=C2CN(C(C2=C1)=O)C1C(NC(CC1)=O)=O)CN1CCN(CC1)C1=CC=C(C=C1)[C@H]1[C@H](COC2=CC(=CC=C12)O)C1=CC=CC=C1 3-(6-fluoro-5-((4-(4-((3S,4R)-7-hydroxy-3-phenylchroman-4-yl)phenyl)piperazin-1-yl)methyl)-1-oxoisoindolin-2-yl)piperidine-2,6-dione